6-Chloro-1-(3,4-dimethoxyphenyl)-2-(3-(dimethylamino)propyl)-1,2-dihydrochromeno[2,3-c]pyrrole-3,9-dione ClC=1C=CC=2C(C3=C(C(N(C3C3=CC(=C(C=C3)OC)OC)CCCN(C)C)=O)OC2C1)=O